4-[4-(4-hydroxyphenyl)hex-3-en-3-yl]phenolate OC1=CC=C(C=C1)C(=C(CC)C1=CC=C(C=C1)[O-])CC